CS(=O)C=CCCN=C=S 4-methylsulfinylbut-3-enyl isothiocyanate